N[C@@H](CC(=O)OC)C1=CC=CC=C1 methyl (S)-3-amino-3-phenylpropionate